NC1=CC2=C(N=C(N=C2)NC2=NC=C(C=C2)N2CC(CC2)NCC)N(C1=O)C1CCCC1 6-Amino-8-cyclopentyl-2-[5-(3-ethylamino-pyrrolidin-1-yl)-pyridin-2-ylamino]-8H-pyrido[2,3-d]pyrimidin-7-one